FC1=C(C(=O)N)C=C(C=C1)C fluoro-5-methylbenzamide